BrC=1C=C(NC1)C(=O)N1CCN(CC1)C(=O)OC(C)(C)C tert-Butyl 4-(4-bromo-1H-pyrrole-2-carbonyl)piperazine-1-carboxylate